OCCC(=O)C1=NC=CC2=CC(=C(C=C12)CCC(=C)C)OC 3-hydroxy-1-(6-methoxy-7-isopentenylisoquinolin-1-yl)-propan-1-one